OC=1C(=NC=CC1)NC(C)=O N-(3-hydroxy-pyridin-2-yl)-acetamide